naphthalene-D8 [2H]C1=C(C(=C2C(=C(C(=C(C2=C1[2H])[2H])[2H])[2H])[2H])[2H])[2H]